Ethyl 2-[[3-[5-chloro-4-methyl-2-[(4-methyl-5-oxo-1H-1,2,4-triazol-3-yl)methoxy]phenyl]benzoyl]-amino]acetate ClC=1C(=CC(=C(C1)C=1C=C(C(=O)NCC(=O)OCC)C=CC1)OCC1=NNC(N1C)=O)C